5-(5-(benzyloxy)pentoxy)-2-chloropyridine C(C1=CC=CC=C1)OCCCCCOC=1C=CC(=NC1)Cl